2,4-diamino-6-hydroxylpyrimidine NC1=NC(=CC(=N1)N)O